1,3-bis(6-(4-isopropyl-4H-1,2,4-triazol-3-yl)pyridin-2-yl)urea C(C)(C)N1C(=NN=C1)C1=CC=CC(=N1)NC(=O)NC1=NC(=CC=C1)C1=NN=CN1C(C)C